4-[(4-Cyano-phenyl)-(5,6-dimethoxy-benzothiazol-2-ylcarbamoyl)-methoxy]-N-(2-methoxy-ethyl)-benzamide C(#N)C1=CC=C(C=C1)C(OC1=CC=C(C(=O)NCCOC)C=C1)C(NC=1SC2=C(N1)C=C(C(=C2)OC)OC)=O